CC1=CN=C(S1)C=1C=CC=C(C(=O)N)C1 5-(5-methyl-1,3-thiazol-2-yl)benzamide